FC1=C(CNC(=O)C=2C(C(=C(N(C2)C2CNC(CCC2)C)C(=O)O)OC)=C=O)C=CC(=C1)F 5-((2,4-Difluorobenzyl)carbamoyl)-3-methoxy-1-(7-methylazepan-3-yl)-4-carbonyl-1,4-diHydropyridine-2-carboxylic acid